N-(4-hydroxyphenyl)-carbazole OC1=CC=C(C=C1)N1C2=CC=CC=C2C=2C=CC=CC12